Diethyl 1-[2-(5-methylquinolin-3-yl)-2-oxoethyl]-1H-pyrazole-3,5-dicarboxylate CC1=C2C=C(C=NC2=CC=C1)C(CN1N=C(C=C1C(=O)OCC)C(=O)OCC)=O